1-[(4-methylphenyl)dioxy-λ6-sulfanyl]-5-[4-(4-methylpiperazin-1-yl)phenyl]-3-(2-methylpyrazol-3-yl)pyrrolo[2,3-b]pyridine CC1=CC=C(C=C1)OO[SH4]N1C=C(C=2C1=NC=C(C2)C2=CC=C(C=C2)N2CCN(CC2)C)C=2N(N=CC2)C